C(C)[C@@H](CCC(C)C1CCC2C3CC=C4C[C@H](CCC4(C3CCC12C)C)O)C(C)C (3S)-17-[(5S)-5-ethyl-6-methylheptan-2-yl]-10,13-dimethyl-2,3,4,7,8,9,11,12,14,15,16,17-dodecahydro-1H-cyclopenta[a]phenanthren-3-ol